alpha-acetyllactate C(C)(=O)C(C(=O)[O-])(O)C